NC1CN(C1)C=1C=2N(C=C(C1)C=1C=NN(C1)C)N=CC2 4-(3-Aminoazetidine-1-yl)-6-(1-methyl-1H-pyrazol-4-yl)pyrazolo[1,5-a]pyridine